1-oxo-1λ6-thiolan O=[SH2]1CCCC1